C(C)N1C(=NC=C1)C 1-Ethyl-2-methylimidazole